2,6-bis(4-isopropyl-2-oxazoline-2-yl)pyridine C(C)(C)C1N=C(OC1)C1=NC(=CC=C1)C=1OCC(N1)C(C)C